2,4-bis(dibenzo[b,d]furan-2-yl)-6-phenyl-1,3,5-triazine C1=C(C=CC=2OC3=C(C21)C=CC=C3)C3=NC(=NC(=N3)C3=CC2=C(OC1=C2C=CC=C1)C=C3)C3=CC=CC=C3